(R)-5-(2,6-dichloro-4-(6-(difluoromethyl)-3,5-dioxo-4,5-dihydro-1,2,4-triazin-2(3H)-yl)phenoxy)-2-hydroxy-N-(1-hydroxypropan-2-yl)benzenesulfonamide ClC1=C(OC=2C=CC(=C(C2)S(=O)(=O)N[C@@H](CO)C)O)C(=CC(=C1)N1N=C(C(NC1=O)=O)C(F)F)Cl